1-(5-(4-(Difluoromethyl)-6-((S)-3-methoxytetrahydrofuran-3-yl)pyridin-2-yl)-7-(tetrahydrofuran-3-yl)pyrrolo[1,2-c]pyrimidin-3-yl)urea FC(C1=CC(=NC(=C1)[C@@]1(COCC1)OC)C=1C=C(N2C=NC(=CC21)NC(=O)N)C2COCC2)F